7-(8-chloro-7-fluoronaphthalen-1-yl)-2-((((S)-1-methylpyrrolidin-2-yl)methane Oxy)pyrido[3,2-d]pyrimidin-4-yl)-2-(cyanomethyl)piperazine-1-carboxylate ClC=1C(=CC=C2C=CC=C(C12)C1=CC=2N=C(N=C(C2N=C1)C1(N(CCNC1)C(=O)[O-])CC#N)OC[C@H]1N(CCC1)C)F